N(N)C(=O)C1=C(C=C(C=C1)NC(=O)C1CC1)N1CCCC1 N-[4-(hydrazinecarbonyl)-3-pyrrolidin-1-ylphenyl]cyclopropanecarboxamide